ClC=1N=C(N(C1CC1N(C(C2=CC=CC=C12)=O)CC1CC2(C1)OC(NC2)=O)C)C 2-((1-((4-chloro-1,2-dimethyl-1H-imidazol-5-yl)methyl)-3-oxoisoindolin-2-yl)methyl)-5-oxa-7-azaspiro[3.4]octan-6-one